2-(3,3-difluoropiperidin-1-yl)ethylamine FC1(CN(CCC1)CCN)F